N1(CCCC1)C1=CC=CC(=N1)N 6-(pyrrolidin-1-yl)pyridin-2-amine